hydroxy-methacrylic anilide OC=C(C(=O)NC1=CC=CC=C1)C